COC=1C=CC(=C(OCC(CN2CCN(CC2)C)O)C1)CNCC1=CC(=CC=C1)C 1-(5-methoxy-2-{[(3-methylbenzyl)amino]methyl}phenoxy)-3-(4-methyl-1-piperazinyl)-2-propanol